C(C)(C)(C)C1=CC=C(C=C1)CC(=O)NC=1C=CC2=C(S(C=C2)(=O)=O)C1 2-(4-(tert-butyl)phenyl)-N-(1,1-dioxidobenzo[b]thiophen-6-yl)acetamide